COC=1C=NC=C(C1)C#C[Si](C)(C)C 3-methoxy-5-((trimethylsilyl)ethynyl)pyridine